6-((6-(4-fluorophenyl)pyridin-3-yl)oxy)-N,4-dimethylpyridin-3-amine FC1=CC=C(C=C1)C1=CC=C(C=N1)OC1=CC(=C(C=N1)NC)C